FC(C1=NC(=NC(=N1)C(F)(F)F)N1[C@H](C=2NC3=CC=C(C=C3C2CC1)Cl)CCCCCC(=O)O)(F)F 6-{(1S)-2-[4,6-bis(trifluoromethyl)-1,3,5-triazin-2-yl]-6-chloro-2,3,4,9-tetrahydro-1H-pyrido[3,4-b]indol-1-yl}hexanoic acid